4-pivaloyloxy-1-methyl-7-phenoxyisoquinoline-3-carboxylic acid anhydride C(C(C)(C)C)(=O)OC1=C(N=C(C2=CC(=CC=C12)OC1=CC=CC=C1)C)C(=O)OC(=O)C=1N=C(C2=CC(=CC=C2C1OC(C(C)(C)C)=O)OC1=CC=CC=C1)C